(S)-6-fluoro-N-(8-fluoro-6-oxo-1,4,5,6-tetrahydro-2H-pyrano[3,4-c]isoquinolin-1-yl)-N,4-dimethyl-1H-indole-2-carboxamide FC1=CC(=C2C=C(NC2=C1)C(=O)N(C)[C@@H]1COCC=2NC(C=3C=C(C=CC3C21)F)=O)C